CSC=1N(N=NC1)CCC[Si](OCC)(OCC)OCC 4-methylthio-3-[3-(triethoxysilyl)propyl]-1,2,3-triazole